1,2,3,4-Tetrahydropyrido[2,3-b]pyrazine N1C2=C(NCC1)N=CC=C2